2-(2,6-dimethylphenyl)-N-(2,5-dimethylpyrrol-1-yl)-2-oxo-acetamide CC1=C(C(=CC=C1)C)C(C(=O)NN1C(=CC=C1C)C)=O